benzyl-6-bromo-2-[(4R)-5-(difluoromethoxy)-4-[[6-oxo-5-(trifluoromethyl)-1-(2-trimethylsilylethoxymethyl)pyridazin-4-yl]amino]pentyl]-7-fluoro-isoquinolin-1-one C(C1=CC=CC=C1)C=1N(C(C2=CC(=C(C=C2C1)Br)F)=O)CCC[C@H](COC(F)F)NC=1C=NN(C(C1C(F)(F)F)=O)COCC[Si](C)(C)C